ClC=1C=C(C=C(C1)Cl)N1CCN(CC1)C(C=O)=O 2-[4-(3,5-dichlorophenyl)piperazin-1-yl]-2-oxo-acetaldehyde